FC1=CC=C2C(=NNC(C2=C1)=O)CC=1C=NC=C(C1)N1C(C(C2=CC=CC=C12)(C)O)=O (-)-7-Fluoro-4-((5-(3-hydroxy-3-methyl-2-oxoindolin-1-yl)pyridin-3-yl)methyl)phthalazin-1(2H)-on